C(C)OC1CCC(C(C1)C1=CC=C(C(=O)OCC)C=C1)=O (±)-ethyl 4-(5-ethoxy-2-oxocyclohexyl)benzoate